1,3-diethylpyridinium mesylate S(C)(=O)(=O)[O-].C(C)[N+]1=CC(=CC=C1)CC